CN1C(=NC=2C=NC(=CC21)C2=CC=C(C=C2)N2CCC1(CN(C1)C1COC1)CC2)C2=CC=C(C=C2)S(=O)(=O)C 1-methyl-2-(4-(methylsulfonyl)phenyl)-6-(4-(2-(oxetan-3-yl)-2,7-diazaspiro[3.5]nonan-7-yl)phenyl)-1H-imidazo[4,5-c]pyridine